5-(3,6-dihydro-2H-pyran-4-yl)-6-(2-(dimethylamino)ethyl)pyridin-2-amine O1CCC(=CC1)C=1C=CC(=NC1CCN(C)C)N